C(CCCCCCCCCCCCCCCCC)[Si](OCC)(OCC)OCC Octadecyltriethoxysilan